diethyl (3,4,4,4-tetrafluoro-3-(trifluoromethyl)butyl)phosphonate FC(CCP(OCC)(OCC)=O)(C(F)(F)F)C(F)(F)F